5-(4-((5-bromo-3-ethyl-2-oxo-4-thioxo-1,2,3,4-tetrahydroquinazolin-7-yl)methyl)piperazin-1-yl)-N,6-dimethylpicolinamide formate C(=O)O.BrC1=C2C(N(C(NC2=CC(=C1)CN1CCN(CC1)C=1C=CC(=NC1C)C(=O)NC)=O)CC)=S